tert-butyl N-[3-[(5-formyl-2-thienyl)methyl]phenyl]carbamate C(=O)C1=CC=C(S1)CC=1C=C(C=CC1)NC(OC(C)(C)C)=O